N-((1-(3-fluoro-4-(trifluoromethyl)phenyl)-1,2,3,4-tetrahydroquinolin-3-yl)methyl)acrylamide FC=1C=C(C=CC1C(F)(F)F)N1CC(CC2=CC=CC=C12)CNC(C=C)=O